C(#C)C1(CC(C=C(C1(O)/C=C/C(=C\C(=O)OC)/C)C)=O)C methyl (2Z,4E)-5-[6-ethynyl-1-hydroxy-2,6-dimethyl-4-oxocyclohex-2-en-1-yl]-3-methylpenta-2,4-dienoate